C(CCC)OC(CC)OC(C=C)=O 1-butoxypropylacrylate